2-(((3-methyl-oxabutan-3-yl)methyl)thio)ethan-1-ol CC(CO)(C)CSCCO